8-Ethoxy-N-(1-ethyl-1H-pyrazol-3-yl)-2-(1-methyl-2-oxabicyclo[2.1.1]hexan-4-yl)imidazo[1,2-a]pyrazine-6-carboxamide C(C)OC=1C=2N(C=C(N1)C(=O)NC1=NN(C=C1)CC)C=C(N2)C21COC(C2)(C1)C